ClC=1C=C(OC=2C=C(C=C(C2)N(C2=CC=CC=C2)C2=CC=CC=C2)N(C2=CC=CC=C2)C2=CC=CC=C2)C=CC1 5-(3-chlorophenoxy)N1,N1,N3,N3-tetraphenylbenzene-1,3-diamine